ClC=1C=NC(=C(C(=O)NC2CCC(CC2)CN2C(N(C3=C2C=CC=C3)CC(=O)C3=C(C=CC=C3)OC)=O)C1)C 5-chloro-N-((1r,4r)-4-((3-(2-(2-methoxyphenyl)-2-oxoethyl)-2-oxo-2,3-dihydro-1H-benzo[d]imidazol-1-yl)methyl)cyclohexyl)-2-methylnicotinamide